tert-butyl-(5-bromo-3-(3-(4-cyanophenyl)isoxazol-5-yl)pyrazin-2-yl)(tert-butoxycarbonyl)carbamic acid C(C)(C)(C)OC(N(C(=O)OC(C)(C)C)C1=NC=C(N=C1C1=CC(=NO1)C1=CC=C(C=C1)C#N)Br)=O